CC1=NC=C(C=C1NC(=O)C=1C=C2C(=NC1)NC(=C2)C2=CSC=C2)NC(CN2[C@H](CCC2)C)=O (S)-N-(2-methyl-5-(2-(2-methylpyrrolidin-1-yl)acetamido)pyridin-3-yl)-2-(thiophen-3-yl)-1H-pyrrolo[2,3-b]pyridine-5-carboxamide